2-(6-(2,5-dichloropyrimidin-4-yl)-8-fluoro-2-methylquinolin-3-yl)propan-1,1,1,3,3,3-d6-2-ol ClC1=NC=C(C(=N1)C=1C=C2C=C(C(=NC2=C(C1)F)C)C(C([2H])([2H])[2H])(C([2H])([2H])[2H])O)Cl